lauryl-β-alanine C(CCCCCCCCCCC)NCCC(=O)O